C1=CC=C(C=C1)P(C2=CC=CC=C2)C3=CC=CC=C3OC4=CC=CC=C4P(C5=CC=CC=C5)C6=CC=CC=C6 Bis[(2-diphenylphosphino)phenyl] ether